phospho phosphate P(=O)(OP(=O)=O)([O-])[O-]